aminoguanidine hemisulfate salt C(=NN)(N)N.C(=NN)(N)N.OS(=O)(=O)O